(R)-2-(4-(7-chloropyrazolo[1,5-a]pyridin-2-yl)-1,4,6,7-tetrahydro-5H-imidazo[4,5-c]pyridin-5-yl)-5-(1,1-difluoroethyl)-1,3,4-oxadiazole ClC1=CC=CC=2N1N=C(C2)[C@@H]2N(CCC1=C2N=CN1)C=1OC(=NN1)C(C)(F)F